C(C)(C)(C)OC(=O)N1CCC(CC1)OC1=NC(=C(C=C1)F)COC1=C(C=C(C=C1)C#N)F 4-(6-((4-cyano-2-fluorophenoxy)methyl)-5-fluoropyridin-2-yl)oxypiperidine-1-carboxylic acid tert-butyl ester